C1(=CC=CC=C1)C1=CC=C(C=C1)C1=CC=C(C=C1)C1=CC=CC=2C3=C(SC21)C(=CC=C3)C3=NC(=NC(=N3)C=3C=C(C=CC3)C3=CC=CC=C3)C3=CC=CC=C3 2-(6-(4'-phenyl-1,1'-biphenyl-4-yl)dibenzothiophen-4-yl)-4-(1,1'-biphenyl-3-yl)-6-phenyl-1,3,5-triazine